COC=1N=C2C(=CC=NC2=CC1OC)OC1=C(C=C(C=C1)NC(=O)C=1C=NC(=C(C1O)C1=C(C=C(C=C1)F)C)C)F N-[4-[(6,7-Dimethoxy-1,5-naphthyridin-4-yl)oxy]-3-fluorophenyl]-5-(4-fluoro-2-methylphenyl)-4-hydroxy-6-methylpyridine-3-carboxamide